C(C)(C)(C)OC(N(C)C1=CC(=NC=2N1N=CC2C(N[C@@H](COCC2=NN(C(C(=C2)N)=O)C)C)=O)Cl)=O [3-[[(1R)-2-[(5-amino-1-methyl-6-oxo-pyridazin-3-yl)methoxy]-1-methyl-ethyl]carbamoyl]-5-chloro-pyrazolo[1,5-a]pyrimidin-7-yl]-N-methyl-carbamic acid tert-butyl ester